2-chloro-5-methylthieno[2,3-d]pyrimidin-4-amine ClC=1N=C(C2=C(N1)SC=C2C)N